5-[(4R,10aS)-8-[(2-chloropyrimidin-5-yl)methyl]-4-methyl-1,3,4,6,7,9,10,10a-octahydropyrazino[1,2-d][1,4]diazepin-2-yl]quinoline-8-carbonitrile ClC1=NC=C(C=N1)CN1CCN2[C@@H](CC1)CN(C[C@H]2C)C2=C1C=CC=NC1=C(C=C2)C#N